(1S,2S)-N-[3-(4-cyclopropoxy-6-methoxypyrimidin-5-yl)-1H-pyrrolo[2,3-b]pyridin-6-yl]-2-[(dimethylamino)methyl]cyclopropane-1-carboxamide C1(CC1)OC1=NC=NC(=C1C1=CNC2=NC(=CC=C21)NC(=O)[C@@H]2[C@H](C2)CN(C)C)OC